1H-indol-5-yl-morpholine N1C=CC2=CC(=CC=C12)N1CCOCC1